C12N(CC(CC1)CC2)CC(=O)NC=2C=C(C(=NC2)C)NC(=O)C2=NN=C1N2C=CC(=C1)C=1C=NN(C1)C N-(5-(2-(2-azabicyclo[2.2.2]octan-2-yl)acetamido)-2-methylpyridin-3-yl)-7-(1-methyl-1H-pyrazol-4-yl)-[1,2,4]triazolo[4,3-a]pyridine-3-carboxamide